2-((3-((1r,4r)-4-((3-methylpyridin-2-yl)oxy)cyclohexyl)-1,2,4-oxadiazol-5-yl)methyl)acrylic acid CC=1C(=NC=CC1)OC1CCC(CC1)C1=NOC(=N1)CC(C(=O)O)=C